3-(5,6-dimethylpyridin-3-yl)-5-(trifluoromethyl)-1,2,4-oxadiazole CC=1C=C(C=NC1C)C1=NOC(=N1)C(F)(F)F